C(=C)(C)C=1C=C(C(C)(C)N=C=O)C=CC1 m-isopropenyl-α,α-dimethyl-benzyl isocyanate